O=C1NC(CCC1N1C(C2=CC=CC(=C2C1=O)NCCC1CCNCC1)=O)=O 2-(2,6-dioxo-3-piperidyl)-4-[2-(4-piperidyl)ethylamino]Isoindoline-1,3-dione